8-(3-methoxyphenyl)quinoline-1-oxide COC=1C=C(C=CC1)C=1C=CC=C2C=CC=[N+](C12)[O-]